OC1=C(C=CC=C1)CC=CCCCCCCC (2-hydroxyphenyl)dec-2-ene